disilyl ether [SiH3]O[SiH3]